FC(OC=1C(=CC2=C(NC(CO2)=O)C1)C1=NN(C=C1NC(=O)C=1C=NN2C1N=CC=C2)C)F N-[3-[6-(difluoromethoxy)-3-oxo-4H-1,4-benzoxazin-7-yl]-1-methyl-pyrazol-4-yl]pyrazolo[1,5-a]pyrimidine-3-carboxamide